FC1=C(C(=O)OC(C)(C)C)C(=CC=C1)NC(C)C=1C=C(C=C2C(C=C(OC12)C=1C=C2C=NN(C2=CC1)C)=O)C tert-Butyl 2-fluoro-6-[1-[6-methyl-2-(1-methylindazol-5-yl)-4-oxo-chromen-8-yl]ethylamino]benzoate